6-[4-[[4-(5-Hydroxypyridin-3-yl)thiophen-2-yl]methyl]piperazin-1-yl]-N-methylsulfonylpyridazine-3-carboxamide OC=1C=C(C=NC1)C=1C=C(SC1)CN1CCN(CC1)C1=CC=C(N=N1)C(=O)NS(=O)(=O)C